OC(CCCCCC=CC=CC=CC=CC(=O)O)CCCCC 15-monohydroxy-eicosatetraenoic acid